CN(CCC(=O)[O-])S(NCC1=CC=C(C=C1)OCC1=CC(=CC=C1)C)(=O)=O 3-{methyl [({4-[(3-methylphenyl)methoxy]phenyl}methyl)sulfamoyl]amino}propanoate